ClC=1C=C2C(=CC(=NC2=CC1)C(F)(F)F)NCC1(CNC1)N1N=CC(=C1)OC.[S].[Zr] zirconium sulfur 6-chloro-N-((3-(4-methoxy-1H-pyrazol-1-yl)azetidin-3-yl)methyl)-2-(trifluoromethyl)quinolin-4-amine